FC(CC=1C2=C(S(C1C#CC)(=O)=O)C(=CC=C2)NC2CCN(CC2)C)F 3-(3-(2,2-difluoroethyl)-7-((1-methylpiperidin-4-yl)amino)-1,1-dioxidobenzo[b]thiophen-2-yl)prop-2-yn